m-nitrophenol [N+](=O)([O-])C=1C=C(C=CC1)O